O[C@H](CCCCCC[NH-])C1=CC=C(C=C1)CNC1=NC(=NC=2N1N=CC2C(C)C)OC2CNCCC2 (R)-7-Hydroxy-N-(4-(((8-isopropyl-2-(piperidin-3-yloxy)pyrazolo[1,5-a][1,3,5]triazin-4-yl)amino)methyl)phenyl)heptylamide